tert-butyl 3-(1-(4-(2-hydroxy-4-(trifluoromethyl)phenyl)phthalazin-1-yl)vinyl)piperidine-1-carboxylate OC1=C(C=CC(=C1)C(F)(F)F)C1=NN=C(C2=CC=CC=C12)C(=C)C1CN(CCC1)C(=O)OC(C)(C)C